FC=1C(=NC=C(C1)C(C(C(F)(F)F)(F)F)(F)F)C1=C(C(=C(C(=O)N)C=C1[N+](=O)[O-])SC1=NN=NN1C(CO)(C)C)C [3-fluoro-5-(1,1,2,2,3,3,3-heptafluoropropyl)-2-pyridyl]-2-[1-(2-hydroxy-1,1-dimethyl-ethyl)tetrazol-5-yl]sulfanyl-3-methyl-5-nitro-benzamide